CC/C=C\C/C=C\C/C=C\CCCCCCCC(=O)OC[C@H](COP(=O)([O-])OCC[N+](C)(C)C)OC(=O)CCCCCCC/C=C\C/C=C\C/C=C\CC 1,2-di-(9Z,12Z,15Z-octadecatrienoyl)-sn-glycero-3-phosphocholine